1-(4-bromo-2-isopropyl-6-methylphenyl)-4,6,7-trichloropyrido[2,3-d]pyrimidin-2(1H)-one BrC1=CC(=C(C(=C1)C)N1C(N=C(C2=C1N=C(C(=C2)Cl)Cl)Cl)=O)C(C)C